(S)-2-Cyclopropyl-10-((2-(dimethylamino)-5-fluoropyrimidin-4-yl)amino)-3,3-difluoro-7-methyl-1,2,3,4-tetrahydro-[1,4]oxazepino[2,3-c]chinolin-6(7H)-on C1(CC1)[C@@H]1NC2=C(C(N(C=3C=CC(=CC23)NC2=NC(=NC=C2F)N(C)C)C)=O)OCC1(F)F